BrC1=CC=C(C=C1)C1=NC=C(C(=N1)NC1=C(C(=O)NC([2H])([2H])[2H])C=CC=C1)C(F)(F)F 2-{[2-(4-bromophenyl)-5-trifluoromethylpyrimidin-4-yl]amino}-N-(trideuteriomethyl)benzamide